CC(=O)N[C@@H]1[C@H]([C@@H]([C@H](O[C@H]1O[C@H]2[C@H]3C(=O)N[C@@H](C4=C(C(=CC(=C4)O)O[C@@H]5[C@H]([C@H]([C@@H]([C@H](O5)CO)O)O)O)C6=C(C=CC(=C6)[C@H](C(=O)N3)NC(=O)[C@H]7C8=CC(=C(C(=C8)OC9=C(C=C2C=C9)Cl)O)OC1=C(C=C(C[C@@H]2C(=O)N[C@@H](C3=CC(=CC(=C3)OC3=C(C=CC(=C3)[C@H](C(=O)N2)N)O)O)C(=O)N7)C=C1)Cl)O)C(=O)O)CO)O)O The molecule is a glycopeptide consisting of a macropolycyclic heptapeptide in which a phenolic hydroxy group has been converted to its alpha-D-mannoside while a secondary alcohol group has been converted to the corresponding 2-acetamido-2-deoxy-beta-D-glucoside. It has a role as a bacterial metabolite. It is a polyol, a glycopeptide, a member of acetamides, a macrocycle, a member of monochlorobenzenes, a polyphenol and an aromatic ether.